C1(=CC=CC=C1)C1=C([Se]C2=C1C=CC=C2)C2=NN=NC(=C2C2=C(C(=CC=1C3=CC=CC=C3CC21)C)C)C2=CC=CC=C2 phenyl[phenyl(dimethylfluorenyl)triazinyl]benzoselenophen